ClC=1C(=C(C=CC1)/C=C/C(=O)OC)C Methyl (E)-3-(3-chloro-2-methylphenyl)acrylate